CO[Si](OC)(OC)CCCCCCNC(=O)N 1-[3-(Trimethoxysilylpropyl)propyl]urea